4-(4-carboxy-3,5-dimethylphenyl)-1(2H)-phthalazinone C(=O)(O)C1=C(C=C(C=C1C)C1=NNC(C2=CC=CC=C12)=O)C